tert-butyl 3-fluoro-3-((-)-2-((S)-1-(4-fluorophenyl)-3,4-dihydroisoquinolin-2(1H)-yl)-4,5-dihydrooxazol-5-yl)azetidine-1-carboxylate FC1(CN(C1)C(=O)OC(C)(C)C)C1CN=C(O1)N1[C@H](C2=CC=CC=C2CC1)C1=CC=C(C=C1)F